C(C)(C)(C)OC(=O)N1[C@@H](CC(CC1)C1=CC(N(C=2N1N=C(C2)C(=O)OC)C)=O)C methyl 7-((2R)-1-(tert-butoxycarbonyl)-2-methylpiperidin-4-yl)-4-methyl-5-oxo-4,5-dihydropyrazolo[1,5-a]pyrimidine-2-carboxylate